C1(CC1)C(=O)NC1=CC(=C(N=N1)C(=O)NC([2H])([2H])[2H])NC1=NN(C2=CC=C(C(=C12)OC)[C@H](C(F)(F)F)OC)C (R)-6-(cyclopropanecarboxamido)-4-((4-methoxy-1-methyl-5-(2,2,2-trifluoro-1-methoxyethyl)-1H-indazol-3-yl)amino)-N-(methyl-d3)pyridazine-3-carboxamide